(2S,4R)-2-(4-chlorobenzyl)-1'-(pyridin-2-yl)-[1,4'-bipiperidin]-4-ol 2,2,2-trifluoro-acetate FC(C(=O)O)(F)F.ClC1=CC=C(C[C@@H]2N(CC[C@H](C2)O)C2CCN(CC2)C2=NC=CC=C2)C=C1